4-(Dibutoxymethyl)-1-{4-[(3S)-piperidin-3-yl]phenyl}piperidine C(CCC)OC(C1CCN(CC1)C1=CC=C(C=C1)[C@H]1CNCCC1)OCCCC